2-(4-(3-fluoro-4-sulfamoyl-benzyl)-3-(4-fluorophenyl)-5-methyl-1H-pyrazol-1-yl)thiazole-4-carboxylic acid FC=1C=C(CC=2C(=NN(C2C)C=2SC=C(N2)C(=O)O)C2=CC=C(C=C2)F)C=CC1S(N)(=O)=O